C(C(C)(C)C)(=O)OC1=CC2=CC=C(C=C2C(=C1)C1=C(C=2N=C(N=C(C2C=N1)OCC(F)(F)F)OC[C@]12CCCN2C[C@@H](C1)F)F)C(F)(F)F 4-(8-fluoro-2-(((2R,7aS)-2-fluorotetrahydro-1H-pyrrolizin-7a(5H)-yl)methoxy)-4-(2,2,2-trifluoroethoxy)pyrido[4,3-d]pyrimidin-7-yl)-6-(trifluoromethyl)naphthalen-2-yl pivalate